chloromethyl-(tri-tert-butylphosphine) ClCCC(C)(C)P(C(C)(C)C)C(C)(C)C